2-(2-aminopropylamino)-4-(cyclohexylamino)pyrimidine-5-carboxamide 4-fluorophenyl-dihydrogenphosphat FC1=CC=C(C=C1)OP(=O)(O)O.NC(CNC1=NC=C(C(=N1)NC1CCCCC1)C(=O)N)C